N-(2,1,3-benzothiadiazol-4-yl)-6-methoxy-1H-indole-3-sulfonamide N=1SN=C2C1C=CC=C2NS(=O)(=O)C2=CNC1=CC(=CC=C21)OC